methyl(4-nitrophenyl) carbonate C(OC1=C(C=C(C=C1)[N+](=O)[O-])C)([O-])=O